bianthranil N=1OC(=C2C=CC=CC12)C=1ON=C2C=CC=CC12